ClC=1N=C2SC(=NN2C1CN1CC(=CC1=O)CCC(F)(F)F)COC 1-[[6-chloro-2-(methoxymethyl)imidazo[2,1-b][1,3,4]thiadiazol-5-yl]methyl]-3-(3,3,3-trifluoropropyl)-2H-pyrrol-5-one